FC=1C=C(C=C(C1)F)[C@@H]1N(OCC1)C1=CC(=NC=N1)NC=1C=C(C=C(C1)N1CCN(CC1)C)NC(C=C)=O N-(3-((6-((R)-3-(3,5-difluorophenyl)isoxazolidine-2-yl)pyrimidine-4-yl)amino)-5-(4-methylpiperazine-1-yl)phenyl)acrylamide